C(C)(C)(C)OC(=O)N(C=1OC=C(N1)C(=O)OCC)C1=C2CCCC2=C(C=2CCCC12)Cl ethyl 2-((tert-butoxycarbonyl)(8-chloro-1,2,3,5,6,7-hexahydro-s-indacen-4-yl)amino)oxazole-4-carboxylate